C1(=CC=CC=C1)S(=O)(=O)N1C=CC2=C(C(=C(C(=C12)F)F)OC=1C=CC(=C(C#N)C1)F)CBr 5-[1-(benzenesulfonyl)-4-(bromomethyl)-6,7-difluoro-indol-5-yl]oxy-2-fluoro-benzonitrile